FC1(CC(C1)C(=O)N1CC[C@@H](C1)F)F (3R,4S)-1-(3,3-difluorocyclobutane-carbonyl)-4-fluoropyrrolidin